C(#N)C=1C=C(C=CC1)C(CCC1CC1)(N[S@](=O)C(C)(C)C)C=1C=CC(=C(C1)NC(=O)[C@@H]1N(C[C@@H](C1)OC)C(=O)NC1=CC=C(C=C1)OC)F (2R,4R)-N2-(5-((-)-1-(3-cyanophenyl)-3-cyclopropyl-1-((R)-1,1-Dimethylethylsulfinylamino)propyl)-2-fluorophenyl)-4-methoxy-N1-(4-methoxyphenyl)pyrrolidine-1,2-dicarboxamide